C(C)(C)(C)OC(=O)N1C[C@H]([C@@H](CC1)OS(=O)(=O)C1=CC=C(C)C=C1)C (3R,4R)-3-methyl-4-(tosyloxy)piperidine-1-carboxylic acid tert-butyl ester